6-(2-chlorophenoxy)-8-methyl-2-{[3-(4-methylpiperazin-1-yl)propyl]amino}pyrido[2,3-d]pyrimidin-7(8H)-one ClC1=C(OC2=CC3=C(N=C(N=C3)NCCCN3CCN(CC3)C)N(C2=O)C)C=CC=C1